3-(3-{4-[(2S)-2,4-Dimethylpiperazin-1-carbonyl]phenyl}-1,2-oxazol-5-yl)-6-(1-methyl-1H-pyrazol-4-yl)-1H-indazol C[C@@H]1N(CCN(C1)C)C(=O)C1=CC=C(C=C1)C1=NOC(=C1)C1=NNC2=CC(=CC=C12)C=1C=NN(C1)C